2-(3-chloro-phenyl)pyrrolidine ClC=1C=C(C=CC1)C1NCCC1